C(=O)OCCC(C)C i-Amyl formate